(R)-1-(1-(1H-imidazol-5-yl)ethyl)-7-chloro-4-(dimethylamino)quinazolin-2(1H)-one N1C=NC=C1[C@@H](C)N1C(N=C(C2=CC=C(C=C12)Cl)N(C)C)=O